C[C@H]([C@H](C)O)[C@@H](C=C)C (2S,3S,4R)-3,4-DIMETHYLHEX-5-EN-2-OL